4-fluoro-4-[6-(8-fluoro-2-methylimidazo[1,2-a]pyridin-6-yl)-8-methyl-4-oxo-3,4-dihydropyrido[3,2-d]pyrimidin-2-yl]piperidine-1-carboxylic acid tert-butyl ester C(C)(C)(C)OC(=O)N1CCC(CC1)(C=1NC(C2=C(N1)C(=CC(=N2)C=2C=C(C=1N(C2)C=C(N1)C)F)C)=O)F